trans-Benzyl 3-[[(tert-butoxy)carbonyl]amino]-4-(methoxymethyl)pyrrolidine-1-carboxylate C(C)(C)(C)OC(=O)N[C@@H]1CN(C[C@H]1COC)C(=O)OCC1=CC=CC=C1